tert-butyl 1-(1-(3,4-difluorophenyl)-2-methylpropan-2-ylamino)-1-oxopropan-2-ylcarbamate FC=1C=C(C=CC1F)CC(C)(C)NC(C(C)NC(OC(C)(C)C)=O)=O